BrC1=NN(C(=C1)C(=O)NC=1C(=CC=2N(C1C(=O)NCCC(C)(C)C)N=CC2)C)C2=NC=CC=C2Cl 6-(3-Bromo-1-(3-chloropyridin-2-yl)-1H-pyrazol-5-carboxamido)-N-(3,3-dimethylbutyl)-5-methylpyrazolo[1,5-a]pyridin-7-carboxamid